2-[4-[4-[(3S)-2,6-dioxo-3-piperidyl]-2,3-dihydro-1,4-benzoxazin-8-yl]-1-piperidyl]acetic acid O=C1NC(CC[C@@H]1N1CCOC2=C1C=CC=C2C2CCN(CC2)CC(=O)O)=O